(2E)-1-[(6-chloropyridin-3-yl)methyl]Pyridin ClC1=CC=C(C=N1)CN1CC=CC=C1